tert-Butyl (1R,3S,5S)-3-((6-bromo-3-methylpyridin-2-yl)carbamoyl)-5-((2-methoxyethoxy)methyl)-2-azabicyclo[3.1.0]hexane-2-carboxylate BrC1=CC=C(C(=N1)NC(=O)[C@H]1N([C@@H]2C[C@@]2(C1)COCCOC)C(=O)OC(C)(C)C)C